7-((3as,4R,6R,6aR)-6-(((tert-butyldimethylsilyl)oxy)methyl)-2,2-dimethyltetrahydro-4H-cyclopenta[d][1,3]dioxol-4-yl)-2,4-dichloro-5-iodo-7H-pyrrolo[2,3-d]pyrimidin [Si](C)(C)(C(C)(C)C)OC[C@H]1C[C@H]([C@H]2[C@@H]1OC(O2)(C)C)N2C=C(C1=C2N=C(N=C1Cl)Cl)I